tributyl-(5-(2-ethylhexyl)-4-(2-octyldodecyl)thiophen-2-yl)stannane C(CCC)[Sn](C=1SC(=C(C1)CC(CCCCCCCCCC)CCCCCCCC)CC(CCCC)CC)(CCCC)CCCC